NC1=CC2=C(OCC(N2CC2=CC=CC=C2)C#N)C=C1 6-amino-4-benzyl-3,4-dihydro-2H-benzo[b][1,4]oxazine-3-carbonitrile